C(C)N1CCC(CC1)C=1N=C(C=2N(C(C=C(N2)C2=CC3=CN(N=C3C=C2)C)=O)C1)C 7-(1-ethylpiperidin-4-yl)-9-methyl-2-(2-methyl-2H-indazol-5-yl)-4H-pyrazino[1,2-a]pyrimidin-4-one